2-(3,6-diazabicyclo[3.1.1]heptan-3-yl)-5-(pyridin-3-yl)-7-(thiazol-2-yl)benzo[d]oxazole C12CN(CC(N1)C2)C=2OC1=C(N2)C=C(C=C1C=1SC=CN1)C=1C=NC=CC1